4-[[(2R,3R,4R,5S)-3-(5-Chloro-3,4-difluoro-2-methoxyphenyl)-4,5-dimethyl-5-(trifluoromethyl)tetrahydrofuran-2-carbonyl]amino]pyridin-2-carboxamid ClC=1C(=C(C(=C(C1)[C@@H]1[C@@H](O[C@@]([C@@H]1C)(C(F)(F)F)C)C(=O)NC1=CC(=NC=C1)C(=O)N)OC)F)F